COC1=CC(=CC=2N(C=NC21)C[C@H]2OCCC2)C(=O)[O-] 4-methoxy-1-(((S)-tetrahydrofuran-2-yl)methyl)-1H-benzo[d]imidazole-6-carboxylate